5-chloro-4-fluoro-1H-pyrazolo[3,4-c]pyridine ClC=1C(=C2C(=CN1)NN=C2)F